COC(=O)C1=NC(=NC=C1)NC1CN(CCC1)C(C)=O ((1-acetylpiperidin-3-yl)amino)pyrimidine-4-carboxylic acid methyl ester